[O-]CCCC.[O-]CCCC.[O-]CCCC.C(C)CC(CC(=O)[O-])=O.[Ti+4] titanium mono(ethylacetoacetate) tri-n-butoxide